ClC=1C2=CN(N=C2C=CC1C1=CNC2=C1C=1N(C(=N2)N2C[C@H](NCC2)C)C=CN1)C (R)-9-(4-chloro-2-methyl-2H-indazol-5-yl)-5-(3-methylpiperazin-1-yl)-7H-imidazo[1,2-c]pyrrolo[3,2-e]pyrimidine